O=C1N(CC=2C=C3C(=CC12)OC1(C3)CNC1)C1C(NC(CC1)=O)=O 3-(7'-oxo-5',7'-dihydrospiro[azetidine-3,2'-furo[2,3-f]isoindol]-6'(3'H)-yl)piperidine-2,6-dione